C1(CCCC1)N1C(=CC2=C1N=C(N=C2)NC2=NC=C(C=C2)N2CCN(CC2)CC2=CC(=NC=C2F)C2C(NC(CC2)=O)=O)C(=O)N(C)C 7-cyclopentyl-2-((5-(4-((2-(2,6-dioxopiperidin-3-yl)-5-fluoropyridin-4-yl)methyl)piperazin-1-yl)pyridin-2-yl)amino)-N,N-dimethyl-7H-pyrrolo[2,3-d]pyrimidine-6-carboxamide